N1C=C(C=2C1=NC=CC2)C=2SC=C(N2)C=2C=C(C=CC2)[C@@]2(CCC=1C2=NC=CC1)O (R)-7-(3-(2-(1H-pyrrolo[2,3-b]pyridin-3-yl)thiazol-4-yl)phenyl)-6,7-dihydro-5H-cyclopenta[b]pyridin-7-ol